C1(CCC1)CN[C@H]1CN(CCC1)C=1C=CC(=NC1)CNC(=O)C=1N=C2N(C(C1)=O)C=CC=C2 (R)-N-((5-(3-((cyclobutylmethyl)amino)piperidin-1-yl)pyridin-2-yl)methyl)-4-oxo-4H-pyrido[1,2-a]pyrimidine-2-carboxamide